3'-fluoro-2',3'-dideoxyguanosine F[C@H]1C[C@@H](O[C@@H]1CO)N1C=NC=2C(=O)NC(N)=NC12